C(C)(C)(C)OC(=O)NCCOC1=CC=C(C=C1)C=1C=C2C(=CNC2=CC1Cl)C(=O)OCC=C Allyl 5-(4-(2-((tert-butoxycarbonyl) amino) ethoxy) phenyl)-6-chloro-1H-indole-3-carboxylate